CC=1C(CC(CC1)C(=C)C)=O 2-methyl-5-prop-1-en-2-ylcyclohex-2-en-1-one